tert-Butyl (6-(2-bromophenyl)heptyl)carbamate BrC1=C(C=CC=C1)C(CCCCCNC(OC(C)(C)C)=O)C